octa-1,3,5-triene C=CC=CC=CCC